5-fluoro-N-methylbenzene-1,2-diamine FC1=CC=C(C(=C1)NC)N